6-(trifluoro-methoxy)pyridin-2-amine FC(OC1=CC=CC(=N1)N)(F)F